6-chloro-5-[4-[(3R)-3-fluoropyrrolidin-1-yl]phenyl]-3-[hydroxy-(3-methoxyisoxazol-5-yl)methylene]indolin-2-one ClC1=C(C=C2C(C(NC2=C1)=O)=C(C1=CC(=NO1)OC)O)C1=CC=C(C=C1)N1C[C@@H](CC1)F